(hexahydropentalen-3a(1H)-yl)methanol C1CCC2(CCCC12)CO